(S)-1-((3R,4S)-7-FLUORO-4-((2-(TRIFLUOROMETHYL)-1H-INDOL-4-YL)AMINO)CHROMAN-3-YL)PYRROLIDINE-3-CARBONITRILE FC1=CC=C2[C@@H]([C@H](COC2=C1)N1C[C@H](CC1)C#N)NC1=C2C=C(NC2=CC=C1)C(F)(F)F